S1SCNC1=S 3H-1,2,4-dithiazole-5-thione